(R)-4-(7-(3-Chloro-4-(trifluoromethyl)benzoyl)-2-(isopropylamino)-6-methyl-4-oxo-5,6,7,8-tetrahydropyrido[3,4-d]pyrimidin-3(4H)-yl)-N-methylbenzamide ClC=1C=C(C(=O)N2CC=3N=C(N(C(C3C[C@H]2C)=O)C2=CC=C(C(=O)NC)C=C2)NC(C)C)C=CC1C(F)(F)F